C1(=CC=CC=C1)P(O)=O phenylphosphinoic acid